FC=1C=C2C=NN(C2=CC1C=1C=2C(=NN(C2C=CC1)CC(=O)NCC(=O)NCC(=O)O)C1=CC=CC=C1)C 2-[2-(2-{5'-fluoro-1'-methyl-3-phenyl-1H,1'H-[4,6'-biindazol]-1-yl}acetamido)acetamido]acetic acid